3-bromo-9-(methoxymethyl)-2-methyl-9H-carbazole BrC=1C(=CC=2N(C3=CC=CC=C3C2C1)COC)C